CC1=CC=C(C=C1)S(=O)(=O)NC2=CC=C(C=C2)NC3=CC=CC=C3 4-(p-toluenesulfonamido)diphenylamine